2-hydroxy-2-(hydroxymethyl)-2H-pyran-3(6H)-one OC1(OCC=CC1=O)CO